CC1(COC1)C1=NC=CC(=N1)O 2-(3-methyl-oxetan-3-yl)pyrimidin-4-ol